CN1N=CC(=C1)C=1C=CC=2N(C1)N=CC2N2CCN(CC2)C(=O)OC2=CC=C(C=C2)[N+](=O)[O-] 4-nitrophenyl 4-(6-(1-methyl-1H-pyrazol-4-yl)pyrazolo[1,5-a]pyridin-3-yl)piperazine-1-carboxylate